(4S,5S,E)-5-methoxy-4-methylhept-2-enoic acid Ethyl ester C(C)OC(\C=C\[C@@H]([C@H](CC)OC)C)=O